imidazoline chloride salt [Cl-].N1C=NCC1